6-(hydroxymethyl)-7-methoxy-3-(isopentenyl)-2H-chromen-2-one OCC=1C=C2C=C(C(OC2=CC1OC)=O)CCC(=C)C